C(C)OCC(C)C 1-ethoxy-2-methylpropane